CC1=NC(=NC(=C1)C)N1CCC1 1-(4,6-dimethylpyrimidin-2-yl)azetidine